S1C=NC2=C1C=C(C=C2)NC2=NC=NC1=CC(=CC(=C21)O[C@H]2[C@@H](CC2)O)Br |r| rac-(1R,2R)-2-((4-(benzo[d]thiazol-6-ylamino)-7-bromoquinazolin-5-yl)oxy)cyclobutan-1-ol